FC(N1N=CC(=C1)C1=NN=C(O1)C(=O)N1[C@H](C2=C(CC1)NC=N2)C2=NN1C(C=CC=C1C(F)(F)F)=C2)F (R)-(5-(1-(difluoromethyl)-1H-pyrazol-4-yl)-1,3,4-oxadiazol-2-yl)(4-(7-(trifluoromethyl)pyrazolo[1,5-a]pyridin-2-yl)-6,7-dihydro-1H-imidazo[4,5-c]pyridin-5(4H)-yl)methanone